C(C)S(=O)(=O)C=1C=C(C=NC1C=1OC2=C(N1)C=C(C=C2)S(=O)(=NCC)C(F)(F)F)C2(CC2)C#N 1-[5-ethylsulfonyl-6-[5-[N-ethyl-S-(trifluoromethyl)sulfonimidoyl]-1,3-benzoxazol-2-yl]-3-pyridyl]cyclopropane-carbonitrile